4-[1-[4-[bis(4-methylphenyl)amino]phenyl]cyclohexyl]-N-(3-methylphenyl)-N-(4-methyl-Phenyl)aniline CC1=CC=C(C=C1)N(C1=CC=C(C=C1)C1(CCCCC1)C1=CC=C(N(C2=CC=C(C=C2)C)C2=CC(=CC=C2)C)C=C1)C1=CC=C(C=C1)C